FC([C@@]12N(C=3C(=NN=C(C3)C3=C(C(=CC=C3)F)O)NC1)CCNC2)F (S)-2-(6a-(difluoromethyl)-6,6a,7,8,9,10-hexahydro-5H-pyrazino[1',2':4,5]pyrazino[2,3-c]pyridazin-2-yl)-6-fluorophenol